BrC=1C=C(C(=CC1OC1=C(C=C(C=C1)F)F)N)N 4-bromo-5-(2,4-difluorophenoxy)benzene-1,2-diamine